3-Amino-6-chloro-5-(4-fluorophenyl)pyrazine-2-carboxylic acid NC=1C(=NC(=C(N1)C1=CC=C(C=C1)F)Cl)C(=O)O